N=1NN=C(C1)CNCC1=CC=C(C=C1)C1=C(C=C(C=C1)N1C(OC(C1)CNC(C)=O)=O)F N-((3-(4'-((((2H-1,2,3-triazol-4-yl)methyl)amino)methyl)-2-fluoro-[1,1'-biphenyl]-4-yl)-2-oxooxazolidin-5-yl)methyl)acetamide